N,N-bis(2-hydroxyethyl)-3-amino-2-hydroxy-propanesulphonic acid OCCN(CC(CS(=O)(=O)O)O)CCO